BrC=1C=C(C(=NC1)CN)OCCO[Si](C)(C)C(C)(C)C (5-Bromo-3-(2-((tert-butyldimethylsilyl)oxy)ethoxy)pyridin-2-yl)methanamine